(S)-2-((2-methylene-4-oxo-4-((1,1,1-trifluorooctan-2-yl)oxy)butanoyl)oxy)acetic acid C=C(C(=O)OCC(=O)O)CC(O[C@H](C(F)(F)F)CCCCCC)=O